(6-chloro-4-(1-methyl-1H-pyrazol-5-yl)thieno[2,3-b]pyridin-2-yl)(cyclobutyl)methanol ClC1=CC(=C2C(=N1)SC(=C2)C(O)C2CCC2)C2=CC=NN2C